ClC1=NC(=CC(=C1)C=1C(=NN2C1N=C(C=C2)C(=O)N[C@@H]2CNCCC2)C2=CC(=CC=C2)C#N)C 3-(2-Chloro-6-methyl-4-pyridyl)-2-(3-cyanophenyl)-N-[(3S)-3-piperidyl]pyrazolo[1,5-a]pyrimidine-5-carboxamide